tert-butyl (3R)-3-[(3-methoxy-4-methoxycarbonyl-phenyl)methoxy]pyrrolidine-1-carboxylate COC=1C=C(C=CC1C(=O)OC)CO[C@H]1CN(CC1)C(=O)OC(C)(C)C